methyl (S)-2-methyl-4-hexynoate C[C@H](C(=O)OC)CC#CC